methyl-4-(piperidin-4-yloxy)quinoline hydrochloride Cl.CC1=NC2=CC=CC=C2C(=C1)OC1CCNCC1